(S)-3-(((S)-tert-butylsulfinyl)amino)-3-(4-(2-(4-chlorobenzoyl)phenyl)-3-methylisoxazol-5-yl)propanoic acid C(C)(C)(C)[S@](=O)N[C@@H](CC(=O)O)C1=C(C(=NO1)C)C1=C(C=CC=C1)C(C1=CC=C(C=C1)Cl)=O